FC=1C=C(CC=2C=CC(=NC2)C(=O)NC=2C(N(N=CC2)C)=O)C=CC1 5-(3-fluorobenzyl)-N-(2-methyl-3-oxo-2,3-dihydropyridazin-4-yl)pyridineamide